(S)-4-(3-Aminoazepan-1-yl)-2-cyclohexylphthalazin-1(2H)-one hydrochloride Cl.N[C@@H]1CN(CCCC1)C1=NN(C(C2=CC=CC=C12)=O)C1CCCCC1